ethyl 6-[4-(5-fluoro-2-pyrazin-2-yl-3-pyridyl)-3,6-dihydro-2H-pyridin-1-yl]-2-azaspiro[3.4]octane-2-carboxylate FC=1C=C(C(=NC1)C1=NC=CN=C1)C=1CCN(CC1)C1CC2(CN(C2)C(=O)OCC)CC1